The molecule is an aryl sulfate that is p-cresol in which the phenolic hydrogen has been replaced by a sulfo group. It has a role as a human metabolite, a uremic toxin and a gut flora metabolite. It derives from a p-cresol. It is a conjugate acid of a p-cresol sulfate(1-). CC1=CC=C(C=C1)OS(=O)(=O)O